C(C)(C)NCC(COC1=CC=C(C=C1)CCOC)O 1-isopropylamino-3-[4-(2-methoxyethyl)phenoxy]-2-propanol